(iodomethyl)-6-methylpyrimidin ICC1=NC(=CC=N1)C